4-(5,7-dimethoxy-4-oxo-3,4-dihydro-quinazolin-2-yl)benzamide COC1=C2C(NC(=NC2=CC(=C1)OC)C1=CC=C(C(=O)N)C=C1)=O